C(C=C)(=O)N1[C@H](CN(C[C@H]1C)C1=NC(N2C3=C(C(=C(C=C13)C(F)(F)F)C1=C(C=C(C(=C1)Cl)F)F)SC[C@@H](C2)N2CCOCC2)=O)C (3R)-8-((3S,5R)-4-acryloyl-3,5-dimethylpiperazin-1-yl)-11-(5-chloro-2,4-difluorophenyl)-3-morpholino-10-(trifluoromethyl)-3,4-dihydro-2H,6H-[1,4]thiazepino[2,3,4-ij]quinazolin-6-one